tert-butyl 2-((1-(bromomethyl)cyclopropyl)sulfonyl)-2-methylpropanoate BrCC1(CC1)S(=O)(=O)C(C(=O)OC(C)(C)C)(C)C